C(C=C)OC1=C(C=C(C=C1C(C)(C)C)C)B1OC(C(O1)(C)C)(C)C 2-(2-(allyloxy)-3-(tert-butyl)-5-methylphenyl)-4,4,5,5-tetramethyl-1,3,2-dioxaborolan